ethyl (E)-3-(5-chloro-1-tosyl-1H-indazol-3-yl)acrylate ClC=1C=C2C(=NN(C2=CC1)S(=O)(=O)C1=CC=C(C)C=C1)/C=C/C(=O)OCC